tert-Butyl (6-(hydroxymethyl)pyridin-3-yl)carbamate OCC1=CC=C(C=N1)NC(OC(C)(C)C)=O